C([C@H]([C@H]([C@@H]([C@H](C=O)O)O)O)O)OS(=O)(=O)[O-] The molecule is conjugate base of D-glucose 6-sulfate; major species at pH 7.3. It is a conjugate base of a D-glucose 6-sulfate.